FC(CN1CC(CC1)SC=1NC2=CC=CC=C2CN1)F 2-((1-(2,2-difluoroethyl)pyrrolidin-3-yl)thio)-1,4-dihydroquinazoline